(4-(2,6-Dioxopiperidin-3-yl)-2-fluorophenyl)piperidine-4-carbaldehyde O=C1NC(CCC1C1=CC(=C(C=C1)N1CCC(CC1)C=O)F)=O